5-(4-((3-Ethyl-9-fluoro-6-methyl-2,5-dioxo-2,3,5,6-tetrahydro-1H-pyrimido[4,5,6-de]quinazolin-8-yl)methyl)piperazin-1-yl)-N,6-dimethylpicolinamide C(C)N1C(NC=2C(=C(C=C3C2C1=NC(N3C)=O)CN3CCN(CC3)C=3C=CC(=NC3C)C(=O)NC)F)=O